(S)-2-fluoro-4-(3-(2-fluoro-4-(3-methoxypyrrolidine-1-yl)phenyl)-7-(4-methylpiperazine-1-yl)-3H-imidazo[4,5-b]pyridine-2-yl)benzonitrile FC1=C(C#N)C=CC(=C1)C1=NC=2C(=NC=CC2N2CCN(CC2)C)N1C1=C(C=C(C=C1)N1C[C@H](CC1)OC)F